ClC1=CC(=C(C=C1)C1(OC2=C(O1)C=CC=C2C21CCN(CC1C2)CC2=NC1=C(N2CC2=CN=CN2CC)C=C(C=C1)C(=O)O)C)F 2-((6-(2-(4-chloro-2-fluorophenyl)-2-methylbenzo[d][1,3]dioxol-4-yl)-3-azabicyclo[4.1.0]hept-3-yl)methyl)-1-((1-ethyl-1H-imidazol-5-yl)methyl)-1H-benzo[d]imidazole-6-carboxylic acid